NCCCC(CCCN)(C)C 1,7-diamino-4,4-dimethylheptane